2-((7-chloroisoquinolin-1-oxy)ethyl)piperazine-1-carboxylate ClC1=CC=C2C=CN=C(C2=C1)OCCC1N(CCNC1)C(=O)[O-]